OC1=CC2=C(C(CC(O2)C2=CC=C(C=C2)O)=O)C(=C1)OC 7-hydroxy-2-(4-hydroxyphenyl)-5-methoxy-3,4-dihydro-2H-1-benzopyran-4-one